3-((6-bromo-4-(2-(dimethylamino)ethyl)-7-fluoro-2,3-dioxo-3,4-dihydroquinoxalin-1(2H)-yl)methyl)azetidine BrC=1C=C2N(C(C(N(C2=CC1F)CC1CNC1)=O)=O)CCN(C)C